N[C@@H]1[C@@H](OCC12CCN(CC2)C=2N=C1C(=NC2)N=C(C=C1)SC1=C(C(=NC=C1)N1CCS(CC1)(=O)=O)Cl)C 4-(4-((2-((3S,4S)-4-amino-3-methyl-2-oxa-8-azaspiro[4.5]decan-8-yl)pyrido[2,3-b]pyrazin-6-yl)thio)-3-chloropyridin-2-yl)thiomorpholin 1,1-dioxide